O=C(CCCC(=O)OC(COC(CCCCCCCC)=O)COC(CCCCCCCC)=O)CCCC(=O)OC(COC(CCCCCCCC)=O)COC(CCCCCCCC)=O bis(1,3-bis(nonanoyloxy) prop-2-yl) 5-oxoazelate